3-[(1-methylpyrazol-4-yl)methyl]-4-oxo-8-[(2R)-1-acetyl-2-methyl-4-piperidyl]-1H-quinazoline-6-sulfonamide CN1N=CC(=C1)CN1CNC2=C(C=C(C=C2C1=O)S(=O)(=O)N)C1C[C@H](N(CC1)C(C)=O)C